OC=1C(=NC=C(C1)C=1C=C2C=NNC(C2=CC1)=O)C(=O)NCC(C(=O)O)(C)C 3-(3-Hydroxy-5-(1-oxo-1,2-dihydro-phthalazin-6-yl)pyridinecarboxamido)-2,2-dimethylpropionic acid